(Z)-4-(3,5-dichlorophenylsulfonyl)-3-fluoro-but-2-en-1-amine hydrochloride Cl.ClC=1C=C(C=C(C1)Cl)S(=O)(=O)C/C(=C/CN)/F